(3S)-6-(difluoromethoxy)-5-fluoro-N-methyl-2,3-dihydrobenzofuran-3-amine FC(OC1=CC2=C([C@@H](CO2)NC)C=C1F)F